C=CCCCCCCC=C 1,9-decanediene